2-amino-3-O-(D-1-carboxyethyl)-2-deoxy-D-glucose N[C@@H](C=O)[C@@H](O[C@H](C)C(=O)O)[C@H](O)[C@H](O)CO